N1C2=C(OCC1)N=CC=C2 dihydro-1H-pyrido[2,3-b][1,4]oxazin